C1=CC=C(C=2C3=CC=CC=C3C3(C12)C1=CC=CC=C1C=1C=CC=CC13)B1OC(C(O1)(C)C)(C)C 2-(9,9'-spirobi[fluoren]-4-yl)-4,4,5,5-tetramethyl-1,3,2-dioxaborolane